4,6-heptadienyl acetate C(C)(=O)OCCCC=CC=C